FC=1C=CC(=NC1)OCC1N(C2CC(C1)C2)C(=O)C2=NC(=CC=C2C2=NC=CC=N2)C 3-{[(5-Fluoropyridin-2-yl)oxy]methyl}-2-{[6-methyl-3-(pyrimidin-2-yl)pyridin-2-yl]carbonyl}-2-azabicyclo[3.1.1]heptan